(2S,4R)-6-chloro-7-fluoro-4-hydroxy-N-(3-{4-[cis-3-(trifluoromethoxy)cyclobutyl]-1H-pyrazol-1-yl}bicyclo[1.1.1]pentan-1-yl)-3,4-dihydro-2H-1-benzopyran-2-carboxamide ClC=1C(=CC2=C([C@@H](C[C@H](O2)C(=O)NC23CC(C2)(C3)N3N=CC(=C3)[C@@H]3C[C@@H](C3)OC(F)(F)F)O)C1)F